(R)-2-(3,4-dichlorophenyl)-1-(4-((5R,7R)-7-hydroxy-5-methyl-6,7-dihydro-5H-cyclopenta[d]pyrimidin-4-yl)piperazin-1-yl)-3-(4-hydroxypiperidin-1-yl)propan-1-one ClC=1C=C(C=CC1Cl)[C@@H](C(=O)N1CCN(CC1)C=1C2=C(N=CN1)[C@@H](C[C@H]2C)O)CN2CCC(CC2)O